Butyl 4-acetyl-2-azabicyclo[2.2.2]octane-2-carboxylate C(C)(=O)C12CN(C(CC1)CC2)C(=O)OCCCC